1-(5-bromo-2-ethylnaphthalen-1-yl)-1H-pyrrole-2,5-dione BrC1=C2C=CC(=C(C2=CC=C1)N1C(C=CC1=O)=O)CC